1,1-dimethyl-7-sulfo-3-(4-sulfobutyl)-1H-benzo[e]indolium hydroxide [OH-].CC1(C=[N+](C=2C=CC3=C(C12)C=CC(=C3)S(=O)(=O)O)CCCCS(=O)(=O)O)C